NC(COC=1C(=CC(=NC1)C1=CC=NC=C1)Cl)(CC(C)C)C 5-((2-amino-2,4-dimethylpentyl)oxy)-4-chloro-[2,4'-bipyridin]